N[C@@H](CCCNC(N)=N)C(=O)O.P(=O)(O)(O)OC(CCCCCCCCC)CCCCCC hexyl-decyl alcohol phosphate arginine salt